6-chloro-5-({6-[(1R,2S)-5'-methoxy-2'-oxo-1',2'-dihydrospiro[cyclopropane-1,3'-indol]-2-yl]-1H-indazol-3-yl}amino)-N,N-dimethylpyridine-2-carboxamide ClC1=C(C=CC(=N1)C(=O)N(C)C)NC1=NNC2=CC(=CC=C12)[C@@H]1C[C@@]12C(NC1=CC=C(C=C21)OC)=O